4-(2-[(tert-butyldiphenylsilyl)oxy]ethylcyclohexyl)-6-methoxy-N-[6-(trifluoromethyl)pyridin-2-yl]pyrazolo[1,5-a]pyridine-5-carboxamide [Si](C1=CC=CC=C1)(C1=CC=CC=C1)(C(C)(C)C)OCCC1(CCCCC1)C=1C=2N(C=C(C1C(=O)NC1=NC(=CC=C1)C(F)(F)F)OC)N=CC2